O(C1=CC=CC=C1)C=1C=C(C=CC1)CNC1=CC=C(C=C1)CCC(=O)O 4-[[(3-phenoxyphenyl)methyl]amino]-benzenepropanoic acid